C(C)OC(=O)C=1N=C(N2C1C=CC(=C2)Br)C(F)(F)F 6-bromo-3-(trifluoromethyl)imidazo[1,5-a]pyridine-1-carboxylic acid ethyl ester